N4-methyl-N2-(3-(1-(2-(pyrrolidin-1-yl)ethoxy)ethyl)phenyl)pyrimidine-2,4-diamine CNC1=NC(=NC=C1)NC1=CC(=CC=C1)C(C)OCCN1CCCC1